CN(C)CC1(COC1)COC1=C2C(=C(C=3NC4=CC=C(C=C4C13)F)F)C1=CC(=CC=C1N2)F N,N-dimethyl-1-(3-((2,8,12-trifluoro-5,11-dihydroindolo[3,2-b]carbazol-6-yloxy)methyl)oxetan-3-yl)methylamine